FC(OC1=C2C(=NN(C2=CC=C1)C1OCCCC1)I)F (difluoromethoxy)-3-iodo-1-(tetrahydro-2H-pyran-2-yl)-1H-indazole